ClC=1C(=NC=CC1)OC[C@@H]1N(CCC1)C1=C(C=C2C(C(=CN(C2=C1)C=1C=NC(=CC1)C(C)(C)O)C(=O)O)=O)C#N (R)-7-(2-(((3-chloropyridin-2-yl)oxy)methyl)pyrrolidin-1-yl)-6-cyano-1-(6-(2-hydroxypropan-2-yl)pyridin-3-yl)-4-oxo-1,4-dihydroquinoline-3-carboxylic acid